4-bromo-2-methoxy-N-(2-pyridyl)benzamide BrC1=CC(=C(C(=O)NC2=NC=CC=C2)C=C1)OC